N,N-dimethyl-4-{[(2S)-1-{4-[(2-phenyl-1,3-thiazol-5-yl)sulfonyl]piperazin-1-yl}propan-2-yl]amino}quinazoline-8-carboxamide CN(C(=O)C=1C=CC=C2C(=NC=NC12)N[C@H](CN1CCN(CC1)S(=O)(=O)C1=CN=C(S1)C1=CC=CC=C1)C)C